O=C1C=C2CC[C@H]3[C@@H]4CCC[C@@]4(C)CC[C@@H]3[C@]2(CC1)C 3-oxo-androsta-4-ene